N-(1-isopropyl-1H-pyrazolo[3,4-b]pyridin-5-yl)methanesulfonamide C(C)(C)N1N=CC=2C1=NC=C(C2)NS(=O)(=O)C